C(C)C1(OC=2C=C(C=CC2C=2N=C(SC21)N(C(=O)C=2C(=NC=NC2OC)OC)C)C(F)(F)F)CC N-(4,4-diethyl-7-(trifluoromethyl)-4H-chromeno[4,3-d]thiazol-2-yl)-4,6-dimethoxy-N-methylpyrimidine-5-carboxamide